(3,4-Dimethoxyphenyl)-6-(4-(4-isopropylpiperazin-1-yl)phenyl)-1-methyl-1H-pyrrolo[2,3-b]pyridine COC=1C=C(C=CC1OC)C1=CC=2C(=NC(=CC2)C2=CC=C(C=C2)N2CCN(CC2)C(C)C)N1C